(3aR,6R,7aR)-1-(2H-[1,3]dioxolo[4,5-e][1,3]benzothiazol-7-yl)-2-oxooctahydropyrano[3,4-d]imidazole-6-carbonitrile O1COC=2C=CC3=C(N=C(S3)N3C(N[C@@H]4[C@H]3C[C@@H](OC4)C#N)=O)C21